C(C)(C)(C)OC(NC[C@H]1OCCCC1)=O ((S)-oxan-2-ylmethyl)carbamic acid tert-butyl ester